COC1=C(C#N)C=CC(=C1)OC=1C=C(C=CC1)C 2-Methoxy-4-(m-tolyloxy)benzonitrile